O=C(C=CC1=CC=C(OC(=O)C2=CC=C(OCCOC=3C=C(C=C(C3)C(=O)O)C(=O)O)C=C2)C=C1)C1=CC=CC=C1 5-[2-[4-[4-(3-Oxo-3-phenylprop-1-enyl)phenoxy]carbonylphenoxy]ethoxy]benzene-1,3-dicarboxylic acid